1H-imidazo[4,5-c]-pyridin-2(3H)-one N1C(NC=2C=NC=CC21)=O